O=S1(CCC(CC1)NC1=CC=C(CCNC(OC(C)(C)C)=O)C=C1)=O tert-Butyl 4-((1,1-dioxidotetrahydro-2H-thiopyran-4-yl)amino)phenethylcarbamate